BrC=1C(=C2C(=NN(C(C2=CC1)=O)CC(=O)NC1=NC=C(C=N1)F)CF)F 2-[6-bromo-5-fluoro-4-(fluoromethyl)-1-oxophthalazin-2-yl]-N-(5-fluoropyrimidin-2-yl)acetamide